((2,4-dichloropyrimidin-5-yl)methyl)-2-methylaniline ClC1=NC=C(C(=N1)Cl)CNC1=C(C=CC=C1)C